CC=1N=NC=C(C1[C@@H](C)OC=1C=C2C(=NNC2=CC1OC)C=1C=C(C(=C(C#N)C1)OC)OC)C (R)-5-(5-(1-(3,5-dimethylpyridazin-4-yl)ethoxy)-6-methoxy-1H-indazol-3-yl)-2,3-dimethoxybenzonitrile